ClC=1C=C2CCCC(C2=CC1)(C(=O)OC)CC1=NC(=NC(=C1[N+](=O)[O-])O)O Methyl 6-chloro-1-((2,6-dihydroxy-5-nitropyrimidin-4-yl) methyl)-1,2,3,4-tetrahydronaphthalene-1-carboxylate